1-Benzyl-3-(5-(3-butyl-4-oxo-3,4-dihydro-quinazolin-6-yl)pyridin-2-yl)urea C(C1=CC=CC=C1)NC(=O)NC1=NC=C(C=C1)C=1C=C2C(N(C=NC2=CC1)CCCC)=O